4-cyclohexyl-3,6-dimethyl-1,2-phenylene dibenzoate C(C1=CC=CC=C1)(=O)OC1=C(C(=C(C=C1C)C1CCCCC1)C)OC(C1=CC=CC=C1)=O